(2R,3R,4R)-2-(4-Methoxyphenyl)-4-[2-(methylamino)ethyl]-2,3,4,9-tetrahydro-1H-carbazol-3-amine COC1=CC=C(C=C1)[C@H]1CC=2NC3=CC=CC=C3C2[C@H]([C@@H]1N)CCNC